N[C@@H]1CN(CC1)C1=C(C(=NC=C1C(NC1CCC(CC1)(F)F)=O)OCCC(=O)O)C1=CC(=CC(=C1)F)F 3-({4-[(3S)-3-aminopyrrolidin-1-yl]-5-[(4,4-difluorocyclohexyl)carbamoyl]-3-(3,5-difluorophenyl)pyridin-2-yl}oxy)propanoic acid